NC1=NN(C=2C1=NC(=CC2CN2CCCC2)C=2C=C1CN(C(C1=CC2)=O)C2C(NC(CC2)=O)=O)C2CC2 3-(5-(3-amino-1-cyclopropyl-7-(pyrrolidin-1-ylmethyl)-1H-pyrazolo[4,3-b]pyridin-5-yl)-1-oxoisoindolin-2-yl)piperidine-2,6-dione